5-[2-(dimethylamino) ethyl]-11-(4-{[(10Z)-1-oxooctadec-9-enyl] oxy} butyl)-2,2-dimethyl-4,9-dioxo-5,8-diaza-3,10-dioxapentadecan-15-yl (10Z)-octadec-9-enoate C(CCCCCCC\C=C/CCCCCCCC)(=O)OCCCCC(OC(NCCN(C(OC(C)(C)C)=O)CCN(C)C)=O)CCCCOC(CCCCCCC\C=C/CCCCCCCC)=O